CC=1OC2=C(C1C(=O)N[C@H]1CN(CC1)C(=O)OC(C)(C)C)C=C(C=C2)O[C@H](C)C2=C(C=CC=C2)C(F)(F)F |&1:26| rac-tert-butyl (3R)-3-(2-methyl-5-(1-(2-(trifluoromethyl)phenyl)ethoxy)benzofuran-3-carboxamido)pyrrolidine-1-carboxylate